FC1(CC(C1)NC(C(N1CC([C@@H]([C@]12CC(CC2)(F)F)O)(F)F)=O)=O)F N-(3,3-difluorocyclobutyl)-2-oxo-2-((4R,5S)-3,3,7,7-tetrafluoro-4-hydroxy-1-azaspiro[4.4]nonan-1-yl)acetamide